(S)-2-((2-((S)-2-(difluoromethyl)-4-oxooxazolidin-3-yl)-5,6-dihydrobenzo[f]imidazo[1,2-d][1,4]oxazepin-9-yl)amino)propanamide FC([C@@H]1OCC(N1C=1N=C2N(CCOC3=C2C=CC(=C3)N[C@H](C(=O)N)C)C1)=O)F